4-(1-cyclopropoxy-2-hydroxy-1-phenylethyl-2-{4-ethynyl-4-hydroxy-[1,4'-bipiperidin]-1'-yl}quinazolin-6-yl)-6-Methyl-1H,6H,7H-pyrrolo[2,3-c]pyridin-7-one C1(CC1)OC(CO)(C1=CC=CC=C1)C1=NC(=NC2=CC=C(C=C12)C=1C2=C(C(N(C1)C)=O)NC=C2)N2CCC(CC2)N2CCC(CC2)(O)C#C